C(C)(C)(C)OC(NC[C@H](C)N)=O (S)-(2-aminopropyl)carbamic acid tert-butyl ester